ClC1=C(C=CC(=C1)Cl)C1=C(C=2C=CC=CC2CC1)C1=CC=C(C=C1)C=C1CN(C1)CCCF 6-(2,4-Dichlorophenyl)-5-(4-((1-(3-fluoropropyl)azetidin-3-yliden)methyl)phenyl)-7,8-dihydronaphthalin